N-[(2S)-5-[[(1R,2S)-2-(4-fluorophenyl)cyclopropyl]amino]-1-oxo-1-(3-oxopiperazin-1-yl)pentan-2-yl]-4-(1H-1,2,3-triazol-1-yl)benzamide FC1=CC=C(C=C1)[C@H]1[C@@H](C1)NCCC[C@@H](C(N1CC(NCC1)=O)=O)NC(C1=CC=C(C=C1)N1N=NC=C1)=O